OC1=C(C=C(C=C1)C=CC(C)=O)OC 4-(4-hydroxy-3-methoxyphenyl)-3-buten-2-one